N1=C(C=CC=C1)C1=C(C=CC=C1)[O-].[Li+] lithium 2-(pyridin-2-yl)phenolate